CN1N=C(C=C1C)NC1=NC=C(C(=N1)C1=CNC2=C(C=CC=C12)N1C(C2=CC=CC(=C2C1)C1=CSC=C1C)=O)C 2-(3-(2-((1,5-dimethyl-1H-pyrazol-3-yl)amino)-5-methylpyrimidin-4-yl)-1H-indol-7-yl)-4-(4-methylthiophen-3-yl)isoindolin-1-one